[N+](=O)([O-])C1=C(C=CC(=C1)B1OC(C(O1)(C)C)(C)C)C1=NC=CC=C1 2-(2-nitro-4-(4,4,5,5-tetramethyl-1,3,2-dioxaborolan-2-yl)phenyl)pyridine